8,8-difluoro-2-(3-fluoro-5-methylphenoxy)bicyclo[4.2.0]octa-1,3,5-triene-7-ol FC1(C(C2=CC=CC(=C12)OC1=CC(=CC(=C1)C)F)O)F